OP(O)OP(O)O.C(C)(C)C1=C(C(=CC=C1)C(C)C)C(O)(C(CO)(CO)CO)C1=C(C=CC=C1C(C)C)C(C)C bis-(2,6-diisopropylphenyl)pentaerythritol diphosphite